(6-amino-8,9-dihydro-7H-cyclopenta[c][1,7]naphthyridin-2-yl)((3S)-3-(4-(trifluoromethoxy)phenyl)-4-morpholinyl)methanone NC1=NC2=CN=C(C=C2C2=C1CCC2)C(=O)N2[C@H](COCC2)C2=CC=C(C=C2)OC(F)(F)F